1-(4Z,7Z,10Z,13Z,16Z,19Z-docosahexaenoyl)-2-(8Z,11Z,14Z-eicosatrienoyl)-glycero-3-phospho-(1'-sn-glycerol) CCCCC/C=C\C/C=C\C/C=C\CCCCCCC(=O)O[C@H](COC(=O)CC/C=C\C/C=C\C/C=C\C/C=C\C/C=C\C/C=C\CC)COP(=O)(O)OC[C@H](CO)O